C(C)C(N(C(=O)C=1N=C(SC1)C#C)CC1=CC=CC=C1)C(=O)O Ethyl-N-benzyl-N-(2-acetylenyl-thiazole-4-carbonyl)glycine